(E)-N-[(1H-indazol-7-yl)methyl]-3-(4-trifluoromethylphenyl)acrylamide N1N=CC2=CC=CC(=C12)CNC(\C=C\C1=CC=C(C=C1)C(F)(F)F)=O